N-(2-cyanoethyl)-N,N-dipropyl-amine C(#N)CCN(CCC)CCC